C1NC(CC12CCOCC2)C2=CC=C(C#N)C=C2 4-(8-oxa-2-azaspiro[4.5]decan-3-yl)benzonitrile